1-methyl-N-[5-(2,4,6-trichlorophenyl)-1H-indazol-3-yl]piperidine-4-carboxamide hydrochloride Cl.CN1CCC(CC1)C(=O)NC1=NNC2=CC=C(C=C12)C1=C(C=C(C=C1Cl)Cl)Cl